3-cyano-4-(isopropoxy)benzoic acid C(#N)C=1C=C(C(=O)O)C=CC1OC(C)C